(R)-3-(4-(methoxycarbonyl)phenyl)piperazine-1-carboxylic acid tert-butyl ester C(C)(C)(C)OC(=O)N1C[C@H](NCC1)C1=CC=C(C=C1)C(=O)OC